CS(=O)(=O)CC1=CC=C(C=C1)C(C)O 1-(4-((methylsulfonyl)methyl)phenyl)ethan-1-ol